CC1(N2C3NCCCC3CN[SH4]C3CCCC(NCCCC(C1)C2)N3)C 12,12-dimethyl-2λ6-thia-3,9,11,18,23-pentaazatetracyclo[17.3.1.111,14.05,10]Tetracosane